5-(2-ethylhexyl)thiophene C(C)C(CC1=CC=CS1)CCCC